FC1=C(C=C(C(=C1)OC)OC)C(C)N1C[C@@H](N(C[C@H]1C)C1=CC(N(C=2C=CC(=NC12)C#N)C)=O)C 8-((2s,5r)-4-(1-(2-fluoro-4,5-dimethoxyphenyl)ethyl)-2,5-dimethylpiperazin-1-yl)-5-methyl-6-oxo-5,6-dihydro-1,5-naphthyridine-2-carbonitrile